5-(((1S*,5R*,6R*)-3-ethyl-3-azabicyclo[4.1.0]heptan-5-yl)oxy)isobenzofuran-1(3H)-one C(C)N1C[C@H]2C[C@H]2[C@H](C1)OC=1C=C2COC(C2=CC1)=O |o1:4,6,7|